tert-butyl (R)-3-(5-(4,4,5,5-tetramethyl-1,3,2-dioxaborolan-2-yl)picolinamido)pyrrolidine-1-carboxylate CC1(OB(OC1(C)C)C=1C=CC(=NC1)C(=O)N[C@H]1CN(CC1)C(=O)OC(C)(C)C)C